NC1=NC=CC(=C1)N1C=C(C(C2=CC(=C(C=C12)N1[C@@H]2C[C@@H]2C[C@@H]1COC1=NC(=CC=C1Cl)OC)F)=O)C(=O)O 1-(2-aminopyridin-4-yl)-7-((1R,3R,5R)-3-(((3-chloro-6-methoxy-pyridin-2-yl)oxy)methyl)-2-azabicyclo[3.1.0]hexan-2-yl)-6-fluoro-4-oxo-1,4-dihydro-quinoline-3-carboxylic acid